6-bromo-2-ethylmorpholin BrC1OC(CNC1)CC